BrC=1N=C2C(=NC1)NC(CN2C2CCOCC2)=O 6-bromo-4-(tetrahydro-2H-pyran-4-yl)-3,4-dihydropyrazino[2,3-b]Pyrazin-2(1H)-one